FC(C=1NC2=CC=CC(=C2C1)N1CCN(CC1)C(=O)OC(C)(C)C)(F)F Tert-Butyl 4-[2-(Trifluoromethyl)-1H-Indol-4-Yl]Piperazine-1-Carboxylate